(3S,4S)-8-(2-((2-chloro-3-(pyrazine-2-yl)phenyl)mercapto)pyrimidine-5-yl)-3-methyl-2-oxa-8-azaspiro[4.5]decane-4-amine ClC1=C(C=CC=C1C1=NC=CN=C1)SC1=NC=C(C=N1)N1CCC2([C@@H]([C@@H](OC2)C)N)CC1